CC1=C(C(=O)NC2=C(C=C(C=C2)S(N[C@H](C)C2CCNCC2)(=O)=O)C)C=CN=C1 (R)-3-methyl-N-(2-methyl-4-(N-(1-(piperidin-4-yl)ethyl)sulfamoyl)phenyl)isonicotinamide